C(C)(C)C1=C(C(=CC=C1)C(C)C)N1C(N(C=C1)C1=C(C=CC=C1C(C)C)C(C)C)=[Cu] 1,3-bis(2,6-diisopropylphenyl)imidazol-2-ylidenecopper